[Si](C1=CC=CC=C1)(C1=CC=CC=C1)(C(C)(C)C)OCCCC=1NC(C2=C(N=C(C(=C2C1C)F)Cl)Cl)=O 3-[3-[tert-butyl(diphenyl)silyl]oxypropyl]-6,8-dichloro-5-fluoro-4-methyl-2H-2,7-naphthyridin-1-one